(3S)-3-(2-(5-(2-(azetidin-1-yl)ethyl)-2-oxo-4-(trifluoromethyl)pyridin-1(2H)-yl)-4-methylpentanamido)-3-(2,4-difluoro-2',4',5,6'-tetramethylbiphenyl-3-yl)propanoic acid N1(CCC1)CCC=1C(=CC(N(C1)C(C(=O)N[C@@H](CC(=O)O)C=1C(=C(C=C(C1F)C)C1=C(C=C(C=C1C)C)C)F)CC(C)C)=O)C(F)(F)F